ClC1=C(SC=C1)CNCCC1(CCOC2(CCCC2)C1)C1=NC=CC=C1 ((3-chloro-thiophen-2-yl)methyl)-[2-(9-(pyridin-2-yl)-6-oxaspiro[4.5]decan-9-yl)ethyl]amine